COC=1C=C(C=CC1)N=[N+]=[N-] 3-methoxyphenyl azide